F[C@H]1CN(CC[C@H]1NC1=C2C=C(N(C2=CC=C1)CC(F)(F)F)C1=NOC(=N1)CNC(=O)[C@@H]1C(C1)(C)C)C (1S)-N-{[3-(4-{[(3S,4R)-3-fluoro-1-methylpiperidin-4-yl]amino}-1-(2,2,2-trifluoroethyl)-1H-indol-2-yl)-1,2,4-oxadiazol-5-yl]methyl}-2,2-dimethylcyclopropane-1-carboxamide